tert-butyl 6-(2-hydroxy-prop-2-yl)-1,4-oxazepan-4-carboxylate OC(C)(C)C1CN(CCOC1)C(=O)OC(C)(C)C